3-fluoro-undecane FC(CC)CCCCCCCC